NC1=NNC2=CC=C(C=C12)C1=CC(=NC=C1)NC(=O)NCCCO (4-(3-amino-1H-indazol-5-yl)pyridine-2-yl)-3-(3-hydroxypropyl)urea